O[C@H]1C[C@H](CCC1)NC1=NC(=NC=C1C(=O)N)NC1CCC(CC1)OC 4-((1S,3R)-3-hydroxycyclohexylamino)-2-((1r,4S)-4-methoxycyclohexylamino)pyrimidine-5-carboxamide